Furamidine dihydrochloride C1=CC(=CC=C1C2=CC=C(O2)C3=CC=C(C=C3)C(=N)N)C(=N)N